CN1C2=CC=CC=C2N(C=2C=CC=CC12)C1=C(C(=CC(=C1N1C=2C=CC=CC2N(C2=CC=CC=C12)C)N1C=2C=CC=CC2N(C2=CC=CC=C12)C)C1=CC=C(C=C1)C=1OC2=C(N1)C=CC=C2)C2=CC=C(C=C2)C=2OC1=C(N2)C=CC=C1 2,2'-(3',4',5'-tris(10-methylphenazin-5(10H)-yl)-[1,1':2',1''-terphenyl]-4,4''-diyl)bis(benzo[d]oxazole)